C(C)(C)N1N=CC=C1OCC 1-isopropyl-5-ethoxypyrazol